6-fluoro-1H-indole-1-carboxylic acid tert-butyl ester C(C)(C)(C)OC(=O)N1C=CC2=CC=C(C=C12)F